Ethyl (S)-3-(5-(3-Fluorophenyl)thiophen-2-yl)-3-(3-(4-hydroxy-1-methyl-2-oxo-1,2-dihydropyridin-3-yl)ureido)propanoat FC=1C=C(C=CC1)C1=CC=C(S1)[C@H](CC(=O)OCC)NC(=O)NC=1C(N(C=CC1O)C)=O